CC=1NC=2N=C(N3N=C(N=C3C2C1)C(C)C)C=1OC(=CC1)C 11-methyl-7-(5-methylfuran-2-yl)-4-propan-2-yl-3,5,6,8,10-pentazatricyclo[7.3.0.02,6]dodeca-1(9),2,4,7,11-pentaene